O[C@@H]1C[C@H](N(C1)C(=O)OC(C)(C)C)CO Tert-butyl (2S,4R)-4-hydroxy-2-(hydroxymethyl)pyrrolidine-1-carboxylate